BrC1=CC=2C(N(CC3(C2S1)CC(C3)(F)F)C)=O 2'-Bromo-3,3-difluoro-5'-methyl-5',6'-dihydro-4'H-spiro[cyclobutane-1,7'-thieno[3,2-c]pyridin]-4'-one